N-(4-methoxyphenyl)-N-methylmethanesulfonamide COC1=CC=C(C=C1)N(S(=O)(=O)C)C